FCCCS(=O)(=O)N1CCC(=CC1)C1=C2C(=NC(=C1)NC(=O)C1CC1)NC=C2 N-(4-(1-((3-fluoropropyl)sulfonyl)-1,2,3,6-tetrahydropyridin-4-yl)-1H-pyrrolo[2,3-b]pyridin-6-yl)cyclopropylcarboxamide